C(C)OCOC1=C(C(=CC(=C1)C)C)C1=NN=C(N=N1)N[C@H]1CN(CCC1)C (R)-6-(2-(ethoxymethoxy)-4,6-dimethylphenyl)-N-(1-methylpiperidin-3-yl)-1,2,4,5-tetraazine-3-amine